6-ethoxy-N-(methylsulfonyl)-8-(4-(trifluoromethyl)phenyl)quinoline-3-carboxamide C(C)OC=1C=C2C=C(C=NC2=C(C1)C1=CC=C(C=C1)C(F)(F)F)C(=O)NS(=O)(=O)C